aminomethyl-1,1'-biphenyl NCC1=C(C=CC=C1)C1=CC=CC=C1